4-(2,6-dimethoxypyridin-3-yl)-3-fluorobenzoic acid COC1=NC(=CC=C1C1=C(C=C(C(=O)O)C=C1)F)OC